ClC=1C(=NC=C(C1)Cl)C1(CC1)N 1-(3,5-dichloropyridin-2-yl)cyclopropan-1-amine